Di((9Z,12Z)-octadeca-9,12-dien-1-yl) ((2-(dimethylamino)ethoxy)carbonyl)-L-aspartate CN(CCOC(=O)N[C@@H](CC(=O)OCCCCCCCC\C=C/C\C=C/CCCCC)C(=O)OCCCCCCCC\C=C/C\C=C/CCCCC)C